The molecule is a triacylglycerol 50:2 in which the acyl groups at positions 1, 2 and 3 are specified as linoleoyl, isoheptadecanoyl and isopentadecanoyl respectively. It is a metabolite of the nematode Caenorhabditis elegans. It has a role as a Caenorhabditis elegans metabolite. It is a triacyl-sn-glycerol and a triacylglycerol 50:2. CCCCC/C=C\\C/C=C\\CCCCCCCC(=O)OC[C@H](COC(=O)CCCCCCCCCCCC(C)C)OC(=O)CCCCCCCCCCCCCC(C)C